(biphenyl-4-yl)-5-bromobiphenyl-2-amine C1(=CC=C(C=C1)C1=C(C(=CC(=C1)Br)C1=CC=CC=C1)N)C1=CC=CC=C1